[Li].B(F)(F)F.ClC1=CC=C(C(=N1)C(=O)NS(=O)(=O)C)N[C@H](C)C=1C=C(C=C2C(N(C(=NC12)N1CCC(CC1)C1=NC=C(N=C1)OC)C)=O)C (R)-6-chloro-3-((1-(2-(4-(5-methoxypyrazin-2-yl)piperidin-1-yl)-3,6-dimethyl-4-oxo-3,4-dihydroquinazolin-8-yl)ethyl)amino)-N-(methylsulfonyl)picolinamide trifluoroborate lithium